tri(n-butyl)ammonium tetrakis(2,3,4,6-tetrafluorophenyl)borate tert-butyl-3-(7-fluoroquinolin-6-yl)azetidine-1-carboxylate C(C)(C)(C)OC(=O)N1CC(C1)C=1C=C2C=CC=NC2=CC1F.FC1=C(C(=CC(=C1F)F)F)[B-](C1=C(C(=C(C=C1F)F)F)F)(C1=C(C(=C(C=C1F)F)F)F)C1=C(C(=C(C=C1F)F)F)F.C(CCC)[NH+](CCCC)CCCC